(2R,3S,5R)-N-(2-cyanopyridin-4-yl)-3-(3,4-difluoro-2-methoxyphenyl)-5-methyl-5-(trifluoromethyl)tetrahydrothiophene-2-carboxamide C(#N)C1=NC=CC(=C1)NC(=O)[C@@H]1S[C@](C[C@H]1C1=C(C(=C(C=C1)F)F)OC)(C(F)(F)F)C